BrC1=CC=CC=2C=3C4=C(C(=CC3C(C12)(C)C)O)C=C(C=C4)C 8-bromo-3,7,7-trimethyl-7H-benzo[c]fluoren-5-ol